N-((3S,4S)-3-((7-(2,6-dichloro-3,5-dimethoxyphenyl)-5-(4-hydroxy-4-methylpiperidin-1-yl)-2,6-naphthyridin-3-yl)amino)tetrahydro-2H-pyran-4-yl)acrylamide ClC1=C(C(=C(C=C1OC)OC)Cl)C1=NC(=C2C=C(N=CC2=C1)N[C@@H]1COCC[C@@H]1NC(C=C)=O)N1CCC(CC1)(C)O